3-(2-amino-[1,2,4]triazolo[1,5-a]pyridin-7-yl)-6-(5-fluoro-2-(1-methyl-1H-pyrazol-4-yl)benzyl)-7,8-dihydro-1,6-naphthyridin-5(6H)-one NC1=NN2C(C=C(C=C2)C=2C=NC=3CCN(C(C3C2)=O)CC2=C(C=CC(=C2)F)C=2C=NN(C2)C)=N1